6-(2-((2,4-Difluoro-5-((methylsulfonyl)methyl)phenyl)amino)pyrimidin-4-yl)-4,4-dimethyl-3,4-Dihydroisoquinolin FC1=C(C=C(C(=C1)F)CS(=O)(=O)C)NC1=NC=CC(=N1)C=1C=C2C(CN=CC2=CC1)(C)C